ClCC=1C(=NC=CC1F)NC1C(NC(CC1)=O)=O 3-((3-(Chloromethyl)-4-fluoropyridin-2-yl)amino)piperidine-2,6-dione